N-(4-morpholinopyridin-2-yl)-5-(1H-pyrazol-4-yl)-thiazolo[5,4-b]pyridin-2-amine O1CCN(CC1)C1=CC(=NC=C1)NC=1SC2=NC(=CC=C2N1)C=1C=NNC1